(S)-N-(1-(isoquinolin-5-yl)ethyl)-amide C1=NC=CC2=C(C=CC=C12)[C@H](C)[NH-]